FC1=CC=C(C=C1)CSC1=C(C(=NN1C(C1=C(C=CC=C1)OC)=O)C1CN(C(CC1C(F)(F)F)=O)C(CN1CCOCC1)=O)C#N 5-{[(4-Fluorophenyl)methyl]sulfanyl}-1-(2-methoxybenzoyl)-3-{1-[2-(morpholin-4-yl)acetyl]-6-oxo-4-(trifluoromethyl)piperidin-3-yl}-1H-pyrazol-4-carbonitril